C(C)O[Si](C1=CC=C(C2=CC=CC=C12)C=C)(OCC)OCC triethoxy(4-vinylnaphthyl)silane